dimethyl-(2-phenoxyethyl)amine CN(CCOC1=CC=CC=C1)C